methyl-2-cyclopropyl-1-(3-fluoro-4-(2-methoxyethoxy)phenyl)ethanone CC(C(=O)C1=CC(=C(C=C1)OCCOC)F)C1CC1